[N+](=O)([O-])C1=C(C=C(C(=C1)[N+](=O)[O-])C)C 4,6-dinitrometa-xylene